S1C(=NC2=C1C=CC=C2)C(CC2=CC(=CC=C2)C(N)=N)NS(=O)(=O)C=2C=C(C=CC2)C2OCCC(C2)C(=O)N [3-[[1-(1,3-benzothiazol-2-yl)-2-(3-carbamimidoylphenyl)ethyl]sulfamoyl]phenyl]tetrahydropyran-4-carboxamide